NC1=NC=C(C2=C1C(=NN2C)C2=CC(=C(C=C2)NS(=O)(=O)C(F)F)OC2(CC2)C2=CC=C(C=C2)F)C=2C=NN(C2)C2CCOCC2 N-(4-(4-amino-1-methyl-7-(1-(tetrahydro-2H-pyran-4-yl)-1H-pyrazol-4-yl)-1H-pyrazolo[4,3-c]pyridin-3-yl)-2-(1-(4-fluorophenyl)cyclopropoxy)phenyl)-1,1-difluoromethane-sulfonamide